FC(N1C2=C(C=3C=CC(=CC13)C=1C=C3CCCN(C3=NC1)CCOCCN1CCN(CC1)C=1C=C3C(N(C(C3=CC1)=O)C1C(NC(CC1)=O)=O)=O)C=NC=C2)F 5-(4-(2-(2-(6-(5-(difluoromethyl)-5H-pyrido[4,3-b]indol-7-yl)-3,4-dihydro-1,8-naphthyridin-1(2H)-yl)ethoxy)ethyl)piperazin-1-yl)-2-(2,6-dioxopiperidin-3-yl)isoindoline-1,3-dione